2-(4-bromo-2-methoxy-phenoxy)acetic acid BrC1=CC(=C(OCC(=O)O)C=C1)OC